ClC(C(=O)C1=CC=CC=C1)(C1=CC=CC=C1)Cl dichlorophenylacetophenone